(S)-(4-(4-(difluoromethoxy)pyrazolo[1,5-a]pyridin-2-yl)-6,7-dihydro-1H-imidazo[4,5-c]pyridin-5(4H)-yl)(5-(1-(difluoromethyl)-1H-pyrazol-4-yl)-1,3,4-oxadiazol-2-yl)methanone FC(OC=1C=2N(C=CC1)N=C(C2)[C@H]2N(CCC1=C2N=CN1)C(=O)C=1OC(=NN1)C=1C=NN(C1)C(F)F)F